ethoxydi(2-naphthyl)phosphine C(C)OP(C1=CC2=CC=CC=C2C=C1)C1=CC2=CC=CC=C2C=C1